ethyl (S)-3-(benzyl((R)-1-phenylethyl)amino)-3-(3-bromo-4-fluorophenyl)propanoate C(C1=CC=CC=C1)N([C@@H](CC(=O)OCC)C1=CC(=C(C=C1)F)Br)[C@H](C)C1=CC=CC=C1